C1(CCC1)[C@H](C)NCC1=C2C(=NC(=C1)C(=O)O)SC=C2 4-({[(1S)-1-cyclobutylethyl]amino}methyl)thieno[2,3-b]pyridine-6-carboxylic acid